(4-(4-Hydroxyphenyl)-6-methyl-2-thioxo-1,2,3,4-tetrahydropyrimidin-5-yl)(piperidin-1-yl)methanone OC1=CC=C(C=C1)C1NC(NC(=C1C(=O)N1CCCCC1)C)=S